OCC12C3(CCC(C2CCC1)C3)CO bis(hydroxymethyl)-tricyclo[5.2.1.02,6]-decane